5-(dimethylphosphino)-3-pyridineamide CP(C=1C=C(C=NC1)C(=O)N)C